(2'S,4S,7R)-2'-methyl-2-(trifluoromethyl)spiro[4,5-dihydrothieno[2,3-C]pyran-7,4'-piperidin]-4-ol C[C@@H]1NCC[C@]2(C1)OC[C@H](C1=C2SC(=C1)C(F)(F)F)O